CC1(COCCC1N1N=C2N=CC=NC2=C1)C 2-(3,3-dimethyltetrahydro-2H-pyran-4-yl)-2H-pyrazolo[3,4-b]pyrazin